OC1=CC=C(C=C1)/C(=C(\CC)/C1=CC=CC=C1)/C1=CC=C(OCCN2CCN(CC2)CCCCNC=2C=C3CN(C(C3=CC2)=O)C2C(NC(CC2)=O)=O)C=C1 (Z)-3-(5-((4-(4-(2-(4-(1-(4-hydroxyphenyl)-2-phenylbut-1-en-1-yl)phenoxy)ethyl)piperazin-1-yl)butyl)amino)-1-oxoisoindolin-2-yl)piperidine-2,6-dione